C(=O)C1=C(C=C(C=C1OC)N1C=CC2=C(C=CC=C12)C=1C(=C(C=CC1)NC(=O)C=1SC=2CN(CCC2N1)C)C)OC N-(3-(1-(4-formyl-3,5-dimethoxyphenyl)-1H-indol-4-yl)-2-methylphenyl)-5-methyl-4,5,6,7-tetrahydrothiazolo[5,4-c]pyridine-2-carboxamide